O[Ni]F hydroxynickel fluoride